C(C)(C)(C)C1=CC=2C(=NNN2)C=C1 5-t-butyl-2H-benzotriazole